NC\C=C(\CN1C(=NC2=C1C=C(C=C2C2=CC=C(C=C2)S(=O)(=O)N2CCOCC2)C(=O)OC)C)/F Methyl (Z)-1-(4-amino-2-fluorobut-2-en-1-yl)-2-methyl-4-(4-(morpholinosulfonyl)phenyl)-1H-benzo[d]imidazole-6-carboxylate